CC1=CC(=CO1)[C@H]1N(OCC1)C(=O)[C@@H]1CC[C@H](CC1)CN1N=CC2=CC=C(C=C12)C#N trans-1-((4-((S)-3-(5-methylfuran-3-yl)isoxazolidine-2-carbonyl)cyclohexyl)methyl)-1H-indazole-6-carbonitrile